2-(4-bromobenzyl)-1H-imidazole BrC1=CC=C(CC=2NC=CN2)C=C1